FC(C(=O)O)(F)F.ClC1=C(C(=O)N2CCC(CC2)C(=O)NC2CCNCC2)C=CC(=C1)NC(=O)C=1N(C(=CN1)C1=C(C(=C(C=C1)OCF)F)F)C 1-(2-chloro-4-(5-(2,3-difluoro-4-(fluoromethoxy)phenyl)-1-methyl-1H-imidazole-2-carboxamido)benzoyl)-N-(piperidin-4-yl)piperidine-4-carboxamide 2,2,2-trifluoroacetate